ClC1=CC(=C(CC=2N=C(SC2)C(=O)N2C[C@@H](N(CC2)CC2=NC=3C(=NC(=CC3)C(=O)O)N2C[C@H]2OCC2)C)C=C1)F 2-(((S)-4-(4-(4-chloro-2-fluorobenzyl)thiazole-2-carbonyl)-2-methylpiperazin-1-yl)methyl)-3-(((S)-oxetan-2-yl)methyl)-3H-imidazo[4,5-b]pyridine-5-carboxylic acid